(R)-(5-fluoro-2-(2-methoxy-7-methylquinoxalin-5-yl)-7,8-dihydrobenzofuro[5,4-d]thiazol-7-yl)methyl (4-(methylcarbamoyl)phenyl)carbamate CNC(=O)C1=CC=C(C=C1)NC(OC[C@@H]1OC2=C(C1)C1=C(N=C(S1)C1=C3N=CC(=NC3=CC(=C1)C)OC)C=C2F)=O